(3-(4-bromophenyl)-1,2,4-thiadiazol-5-yl)-2-methyl-propionamide BrC1=CC=C(C=C1)C1=NSC(=N1)C(C(=O)N)(C)C